FC1=C(C=C(C=C1)C1=CC(=NO1)CO)OC (5-(4-fluoro-3-methoxyphenyl)isoxazol-3-yl)methanol